{2-methyl-4-[5-methyl-2-(4-trifluoromethyl-phenyl)-2H-[1,2,3]triazol-4-ylmethylsulfanyl]-phenoxy}-acetic acid CC1=C(OCC(=O)O)C=CC(=C1)SCC1=NN(N=C1C)C1=CC=C(C=C1)C(F)(F)F